2-Tert-butyl-N-{2-fluoro-4-methyl-5-[8-(morpholin-4-yl)imidazo[1,2-a]pyridin-6-yl]phenyl}-1,2,3,4-tetrazole-5-carboxamide C(C)(C)(C)N1N=C(N=N1)C(=O)NC1=C(C=C(C(=C1)C=1C=C(C=2N(C1)C=CN2)N2CCOCC2)C)F